C=1(C(=CC=C2C3=CC=C4C=CC=CC4=C3C=CC12)O)O chrysenediol